BrC=1C=C(C=CC1)C1(CC1)CC1=NN=CN1C 3-[[1-(3-bromophenyl)cyclopropyl]methyl]-4-methyl-4H-1,2,4-triazole